CC(CCO)C=CC(CCCCCC)C 3,6-dimethyldodec-4-en-1-ol